DIETHYLPHTHALATE C(C)OC(C=1C(C(=O)OCC)=CC=CC1)=O